8-(2-(difluoromethyl)-3-methoxyphenyl)-9-(4-((1-(3-fluoropropyl)azetidin-3-yl)methyl)phenyl)-6,7-dihydro-5H-benzo[7]annulene-3-carboxylic acid FC(C1=C(C=CC=C1OC)C=1CCCC2=C(C1C1=CC=C(C=C1)CC1CN(C1)CCCF)C=CC(=C2)C(=O)O)F